3-([1,1'-biphenyl]-4-yl)-2-aminopropan-1-ol hydrochloride Cl.C1(=CC=C(C=C1)CC(CO)N)C1=CC=CC=C1